2-cyclopentyl-1H-imidazo[4,5-c]quinolin-4-amine C1(CCCC1)C=1NC2=C(C(=NC=3C=CC=CC23)N)N1